COC1=CC(=NC=C1OC1=CC=C(C=C1)OC(F)(F)F)C#N 4-methoxy-5-(4-trifluoromethoxy-phenoxy)-pyridine-2-carbonitrile